FC(C(=O)O)(F)F.C(\C=C\C)(=O)N1[C@H](CN(CC1)C1=NC(=NC=2C=C(CCC12)C1=CC=CC2=CC=CC(=C12)Cl)OC[C@H]1N(CCC1)C)CC#N 2-((S)-1-((E)-but-2-enoyl)-4-(7-(8-chloronaphthalen-1-yl)-2-(((S)-1-methylpyrrolidin-2-yl)methoxy)-5,6-dihydroquinazolin-4-yl)piperazin-2-yl)acetonitrile trifluoroacetate